(2R)-2,6-diaminohexanoic acid N[C@@H](C(=O)O)CCCCN